tert-butyl (S)-3-((6-(2,3-difluoro-4-((phenylmethyl)sulfonamido)phenyl)-8-methyl-7-oxo-7,8-dihydropyrido[2,3-d]pyrimidin-2-yl)amino)piperidine-1-carboxylate FC1=C(C=CC(=C1F)NS(=O)(=O)CC1=CC=CC=C1)C1=CC2=C(N=C(N=C2)N[C@@H]2CN(CCC2)C(=O)OC(C)(C)C)N(C1=O)C